C(C(O)CC(=O)O)(=O)O Z-Malic acid